(3S)-3-((1H-pyrazol-1-yl)methyl)-7-((2S,5R)-4-acryloyl-2,5-dimethylpiperazin-1-yl)-9-chloro-10-(2,4-difluorophenyl)-2,3-dihydro-5H-[1,4]oxazino[2,3,4-ij]quinazolin-5-one N1(N=CC=C1)C[C@H]1COC=2C(=C(C=C3C(=NC(N1C23)=O)N2[C@H](CN([C@@H](C2)C)C(C=C)=O)C)Cl)C2=C(C=C(C=C2)F)F